[3-[[2-Fluoro-4-(trifluoromethyl)phenyl]methoxy]azetidin-1-yl]-[(5aS,8aR)-4,5,5a,6,8,8a-hexahydro-1H-pyrrolo[3,4-e]benzotriazol-7-yl]methanone FC1=C(C=CC(=C1)C(F)(F)F)COC1CN(C1)C(=O)N1C[C@H]2[C@H](CCC=3N=NNC32)C1